OC=1C=C(C=NC1)C1=C(C=CC=C1)CCC(=O)N1CCN(CC1)C1=CC=C(N=N1)C(=O)NCCC 6-[4-[3-[2-(5-Hydroxypyridin-3-yl)phenyl]propanoyl]piperazin-1-yl]-N-propylpyridazine-3-carboxamide